C(C1=CC=CC=C1)OC(CN(C[C@@H](C(=O)OC)NC(=O)OCC1=CC=CC=C1)C(=O)OC(C)(C)C)=O (S)-Methyl 3-((2-(benzyloxy)-2-oxoethyl)(tert-butoxycarbonyl)amino)-2-(((benzyloxy) carbonyl)amino)propanoate